(5-Methylhexahydropyrrolo[3,4-c]pyrrol-2(1H)-yl)-N-(3-phenylpropyl)-1H-benzo[d]imidazole-1-carboxamide CN1CC2C(C1)CN(C2)C2=NC1=C(N2C(=O)NCCCC2=CC=CC=C2)C=CC=C1